C1(OC(C2C1C1=CC=CC=C1CC2)=O)=O 3a,4,5,9b-tetrahydronaphtho[1,2-c]furan-1,3-dione